C[Si](CCOC([C@H](N)CNC(=O)OCC1=CC=CC=C1)=O)(C)C.FC(C(=O)O)(F)F Trifluoroacetic acid 2-(trimethylsilyl)ethyl-3-{[(benzyloxy)carbonyl]amino}-D-alaninate